1-(oxacyclohex-2-yl)-1H-pyrazole-3-carbaldehyde O1C(CCCC1)N1N=C(C=C1)C=O